4-(4-aminophenoxy)-phthalonitrile NC1=CC=C(OC=2C=C(C(C#N)=CC2)C#N)C=C1